(2-(trifluoromethyl)pyridin-3-yl)benzene-1,2-diamine FC(C1=NC=CC=C1C1=C(C(=CC=C1)N)N)(F)F